1-(4-(tert-butyl)-3-methylphenyl)cyclohexane-1,4-diamine C(C)(C)(C)C1=C(C=C(C=C1)C1(CCC(CC1)N)N)C